CN1C=NC=C1C=1C=C2C=C(N=CC2=CC1)NC(=O)[C@@H]1CNCCC1 (S)-N-(6-(1-methyl-1H-imidazol-5-yl)isoquinolin-3-yl)piperidine-3-carboxamide